ClC=1C=CC(=C(C1)NC1=C(C(=O)O)C=CC=C1OC)[N+](=O)[O-] 2-((5-chloro-2-nitrophenyl)amino)-3-methoxybenzoic acid